6-chloro-2-((cis)-2,6-dimethylmorpholino)-3-methylpyrimidin-4(3H)-one ClC1=CC(N(C(=N1)N1C[C@@H](O[C@@H](C1)C)C)C)=O